7-Bromo-3-((3-isopropoxy-3-oxopropyl)amino)benzo[e][1,2,4]triazine-1,4-dioxide BrC1=CC2=C([N+](=C(N=[N+]2[O-])NCCC(=O)OC(C)C)[O-])C=C1